NN([C@@H](C)CC)C(=O)O aza-isoleucine